CN(C(=O)N1N=CN=C1)C1CC(CCC1)C1CCNC=2N1N=C(C2C(=O)N)C2=CC=C(C=C2)OC2=CC=CC=C2 7-(3-(N-methyl-1H-1,2,4-triazole-1-carboxamido)cyclohexyl)-2-(4-phenoxyphenyl)-4,5,6,7-tetrahydropyrazolo[1,5-a]pyrimidine-3-carboxamide